C[Si](C=1C(=CC2=C(OCO2)C1)OS(=O)(=O)C(F)(F)F)(C)C.[Pd](Cl)Cl.C1(=CC=CC=C1)P([C-]1C=CC=C1)C1=CC=CC=C1.[C-]1(C=CC=C1)P(C1=CC=CC=C1)C1=CC=CC=C1.[Fe+2] 1,1'-bis(diphenylphosphino)ferrocene palladium(II) dichloride 6-(Trimethylsilyl)-2H-1,3-Benzodioxol-5-yl-triflate